OCCC1=CC(=NN1C1=CC=C(C=C1)C(C)C)CC(=O)OC methyl 2-(5-(2-hydroxy ethyl)-1-(4-isopropylphenyl)-1H-pyrazol-3-yl)acetate